[2-[5-[[1-[2-(aminomethyl)-3,3-difluoro-allyl]-5-oxo-1,2,4-triazol-4-yl]methyl]-2-thienyl]ethynyl]-1H-pyrido[2,3-b][1,4]oxazin-2-one trifluoroacetate FC(C(=O)O)(F)F.NCC(CN1N=CN(C1=O)CC1=CC=C(S1)C#CN1C2=C(OCC1=O)N=CC=C2)=C(F)F